C(#C)C1(CC1)C 1-ethynyl-1-methyl-cyclopropane